7-bromo-1-butyl-6-methyl-4H-pyrido[2,3-b]Pyrazine BrC1=CC2=C(NC=CN2CCCC)N=C1C